ClC=1C(=C(C#N)C=C(C1)C(=O)N1CCC(CC1)O)OCCCl 3-chloro-2-(2-chloroethoxy)-5-(4-hydroxypiperidine-1-carbonyl)benzonitrile